C(CCCCCCC\C=C\CCCCCCCC)N=C=O elaidyl isocyanate